ClC=1C=C2C(=NC=NC2=CC1C1=C(C=C(C=C1)F)O)N1CCN(CC1)C(C=C)=O 1-(4-(6-chloro-7-(4-fluoro-2-hydroxy-phenyl)quinazolin-4-yl)piperazin-1-yl)prop-2-en-1-one